5-((2-ethyl-3,4-difluoro-phenyl)amino)-2-(trifluoro-methyl)isonicotinic acid C(C)C1=C(C=CC(=C1F)F)NC1=CN=C(C=C1C(=O)O)C(F)(F)F